(1S,2S,5R)-5-(4-chlorobenzyl)-2-chloromethyl-2-methyl-1-(1H-1,2,4-triazole-1-ylmethyl)cyclopentanol ClC1=CC=C(C[C@H]2CC[C@]([C@]2(O)CN2N=CN=C2)(C)CCl)C=C1